C[C@@]12CCC=3N=C(SC3C2=CC[C@H]2[C@H]3[C@](CC[C@H]12)(\C(\CC3)=N\NC(=O)N)C)NC3=CC=CC=C3 (E)-2-((5aR,5bS,7aS,10aS,10bR)-5a,7a-dimethyl-2-(phenylamino)-4,5,5a,5b,6,7,7a,9,10,10a,10b,11-dodecahydro-8H-cyclopenta[7,8]phenanthro[2,1-d]thiazol-8-ylidene)hydrazine-1-carboxamide